C(C1=CC=CC=C1)OC1=NC(=CC=C1N1C(N(C2=C1C=CC(=C2)N2CCC1(OCCO1)CC2)C)=O)OCC2=CC=CC=C2 1-(2,6-bis(benzyloxy)pyridin-3-yl)-3-methyl-5-(1,4-dioxa-8-azaspiro[4.5]decan-8-yl)-1,3-dihydro-2H-benzo[d]imidazol-2-one